N,N-dimethyl-acrylic acid amide CN(C(C=C)=O)C